(3R,4S)-3-fluoro-1-(4-((5-isopropyl-8-((R)-2-methylazetidin-1-yl)-2,7-naphthyridin-3-yl)amino)pyrimidin-2-yl)piperidin-4-ol F[C@@H]1CN(CC[C@@H]1O)C1=NC=CC(=N1)NC=1N=CC2=C(N=CC(=C2C1)C(C)C)N1[C@@H](CC1)C